N-{4-[2-(2-chloro-3-fluorophenyl)acetylamino]pyridin-2-yl}-N-(3-methoxyphenyl)acetamide methyl-2,2-dimethyl-3-oxo-propionate COC(C(C=O)(C)C)=O.ClC1=C(C=CC=C1F)CC(=O)NC1=CC(=NC=C1)N(C(C)=O)C1=CC(=CC=C1)OC